CC1=CC=C(C=C1)S(=O)(=O)N1C(CC(CC1)C(F)(F)F)C1=C(C=O)C=CC=C1 (1-p-toluenesulfonyl-4-(trifluoromethyl)piperidin-2-yl)benzaldehyde